Cl.ClC1=C(C=C(C(NN)=N)C=C1)OC(C)C 4-chloro-3-isopropyloxybenzimidohydrazide, hydrochloride salt